N-ethyl-2,4,6-trimethyl-pyridinium bromide salt [Br-].C(C)[N+]1=C(C=C(C=C1C)C)C